5-bromo-3-cyanopyridin-2(1H)-one BrC=1C=C(C(NC1)=O)C#N